C(=C)OCCCCCCCCCCCCC n-tridecyl vinyl ether